N1(CCNCC1)S(=O)(=O)C1=CC=C(N)C=C1 4-(Piperazin-1-ylsulfonyl)aniline